Cl.C12NCC(CC1)C2 racemic-2-azabicyclo[2.2.1]heptane hydrochloride